(R)-2-(4-(tert-butoxy)-2-(methoxycarbonyl)-4-oxobutyl)pyridine 1-oxide C(C)(C)(C)OC(C[C@@H](CC1=[N+](C=CC=C1)[O-])C(=O)OC)=O